FC1CN(C1)CCC=1C=C(C(N(C1)C)=O)C(C(=O)O)CC(C)C 2-(5-(2-(3-fluoroazetidin-1-yl)ethyl)-1-methyl-2-oxo-1,2-dihydropyridin-3-yl)-4-methylpentanoic acid